[18F]Fluoro-4-(vinylsulfonyl)benzene [18F]C1=CC=C(C=C1)S(=O)(=O)C=C